C1([C@H](O)[C@@H](O)[C@@H](O)[C@H](O1)CO)N[C@H]1C(O)O[C@@H]([C@H]([C@@H]1O)O)CO N-galactosyl-D-glucosamine